1,1,1,3,3,3-Hexafluoropropan-2-yl (R)-1-((2-methylpyridin-3-yl)carbamoyl)-6-azaspiro[2.5]octan-6-carboxylat CC1=NC=CC=C1NC(=O)[C@@H]1CC12CCN(CC2)C(=O)OC(C(F)(F)F)C(F)(F)F